1,2-bis(3-hydroxylcyclohexyl)ethylene OC1CC(CCC1)C=CC1CC(CCC1)O